C(C=C)C1=C(C=CC=C1)O 2-(prop-2-en-1-yl)phenol